2-[(E)-2-(2-methoxymethyloxy-5-methyl-phenyl)-2-phenyl-vinyl]-N-methylpiperidine COCOC1=C(C=C(C=C1)C)/C(=C/C1N(CCCC1)C)/C1=CC=CC=C1